2-chloro-3-phenylamino-1,4-naphthoquinone ClC=1C(C2=CC=CC=C2C(C1NC1=CC=CC=C1)=O)=O